azidoacryloyl chloride N(=[N+]=[N-])C=CC(=O)Cl